S1C2=C(C(=C1)CC(=O)N1CC(CC1)(C=1C=C3C=NN(C3=CC1C)C1=CC=C(C=C1)F)CC1=CC=CC=C1)C=CC=C2 2-(benzo[b]thiophen-3-yl)-1-(3-benzyl-3-(1-(4-fluorophenyl)-6-methyl-1H-indazol-5-yl)pyrrolidin-1-yl)ethan-1-one